z-guanosine [C@@H]1([C@H](O)[C@H](O)[C@@H](CO)O1)N1C=NC=2C(=O)NC(N)=NC12